C(C=C)(=O)N1C[C@@H](CCC1)NC(O)=O (R)-(1-acryloylpiperidin-3-yl)carbamic acid